2-(3-cis-(trifluoromethoxy)cyclobutoxy)acetic acid tert-butyl ester C(C)(C)(C)OC(COC1(CCC1)OC(F)(F)F)=O